FC=1C=C(C=O)C=CC1NC1=NSC2=C1C=CC=C2C2=CC=CC=C2 3-fluoro-4-((7-phenylbenzo[d]isothiazol-3-yl)amino)benzaldehyde